NC1=NC=NN2C1=C(C=C2C=2C=NC(=C(C(=O)N[C@@H]1CN(C[C@@H]1F)C(=O)C1C(C1)(F)F)C2)OC([2H])([2H])[2H])CN2CC(C2)(F)F 5-{4-amino-5-[(3,3-difluoroazetidin-1-yl)methyl]pyrrolo[2,1-f][1,2,4]triazin-7-yl}-N-[(3R,4S)-1-(2,2-difluorocyclopropanecarbonyl)-4-fluoropyrrolidin-3-yl]-2-(methoxy-d3)nicotinamide